(E)-1-(2,4-dimethoxy-3,5-dimethylphenyl)but-2-en-1-one COC1=C(C=C(C(=C1C)OC)C)C(\C=C\C)=O